COC1=C(C(=C(C(=C1O)CCC)O)C1=CC=C(C=C1)C)OC dimethoxycresyl-propyl-resorcinol